FC1=C(C=CC(=C1)F)N1N=C(C=2C[C@@H]3[C@H](C12)C3)C(=O)N3CCCC1=CC=C(N=C31)C [(1aR,5aR)-2-(2,4-Difluoro-phenyl)-1a,2,5,5a-tetrahydro-1H-2,3-diaza-cyclopropa[a]pentalen-4-yl]-(7-methyl-3,4-dihydro-2H-[1,8]naphthyridin-1-yl)-methanone